C(C)(C)(C)OC(=O)N1CC=2N(C=3C(=C(C=C(C3C2I)OCC#N)Cl)Cl)CC1.C1(=CC=CC2=CC=CC=C12)C1=NC=CC2=CC=CC=C12 racemic-1-naphthyl-isoquinoline tert-butyl-6,7-dichloro-9-(cyanomethoxy)-10-iodo-3,4-dihydropyrazino[1,2-a]indole-2(1H)-carboxylate